3-(4-(3-(4-(2,3-dichlorophenyl)piperazin-1-yl)propoxy)-1-oxoisoindolin-2-yl)piperidine-2,6-dione ClC1=C(C=CC=C1Cl)N1CCN(CC1)CCCOC1=C2CN(C(C2=CC=C1)=O)C1C(NC(CC1)=O)=O